2-(4-(5-chloro-3-fluoro-2-pyridyloxy)phenoxy)propionyl chloride ClC=1C=C(C(=NC1)OC1=CC=C(OC(C(=O)Cl)C)C=C1)F